ClC1=NC=2CCCCC2C(=N1)N1CC(NC2=CC(=CC=C12)OC)=O 4-(2-chloro-5,6,7,8-tetrahydroquinazolin-4-yl)-7-methoxy-3,4-dihydroquinoxalin-2(1H)-one